pentan-1-one C(CCCC)=O